methyl 3-(3,5-difluorophenyl)-5-(1-hydroxy ethyl)-4H-isoxazole-5-carboxylate FC=1C=C(C=C(C1)F)C1=NOC(C1)(C(=O)OC)C(C)O